6-bromo-2-(2-(difluoromethyl)phenoxy)-3-methylaniline BrC1=CC=C(C(=C1N)OC1=C(C=CC=C1)C(F)F)C